1-((2-(trimethylsilyl)ethoxy)methyl)-1H-imidazole-4-carbaldehyde C[Si](CCOCN1C=NC(=C1)C=O)(C)C